[Se].[Zn].C1(CC1)C1=NN(C=N1)C1CC2(CN(C2)C(=O)N2CC(C2)C2=CC(=C(C=C2)OC(F)(F)F)F)C1 [6-(3-cyclopropyl-1,2,4-triazol-1-yl)-2-azaspiro[3.3]heptan-2-yl]-[3-[3-fluoro-4-(trifluoromethoxy)phenyl]azetidin-1-yl]methanone zinc-selenium